(3,6-difluoro-2-methoxyphenyl)boronic acid FC=1C(=C(C(=CC1)F)B(O)O)OC